ClC1=CC2=C(C(=N1)OC)N=C(N2C2C(CCC2)O)C 2-(6-chloro-4-methoxy-2-methyl-imidazo[4,5-c]pyridin-1-yl)cyclopentanol